5-{4-[(3S)-4-[(1R)-2-methoxy-1-[4-(trifluoromethyl)-phenyl]ethyl]-3-methylpiperazin-1-yl]-4-methylpiperidine-1-carbonyl}-4,6-dimethylpyrimidine COC[C@@H](C1=CC=C(C=C1)C(F)(F)F)N1[C@H](CN(CC1)C1(CCN(CC1)C(=O)C=1C(=NC=NC1C)C)C)C